4-(1-fluoro-1-((3-fluoro-phenyl)sulfonyl)propyl)-N-(pyridazin-4-yl)piperidine-1-carboxamide FC(CC)(S(=O)(=O)C1=CC(=CC=C1)F)C1CCN(CC1)C(=O)NC1=CN=NC=C1